NC1=C(C=C(C#N)C=C1)N1N=CC=C1 4-amino-3-(1H-pyrazol-1-yl)benzonitrile